COC(C1=CC=C(C=C1)N1[C@@H](CCC1)COC(F)F)=O.FC1(CC(C1)[C@@H](CC(=O)N[C@@H](CCC)C1=CC(=CC=C1)OC(F)F)O)F (R)-3-(3,3-difluorocyclobutyl)-N-((S)-1-(3-(difluoromethoxy)phenyl)butyl)-3-hydroxypropanamide methyl-(S)-4-(2-((difluoromethoxy)methyl)pyrrolidin-1-yl)benzoate